1-(5-bromo-2-nitrophenyl)-4-(difluoromethylidene)piperidine BrC=1C=CC(=C(C1)N1CCC(CC1)=C(F)F)[N+](=O)[O-]